8,10-difluoro-2,2-bis(4-methoxyphenyl)-2H-benzo[H]chromen-5-ol FC=1C=C(C2=C(C=C(C=3C=CC(OC23)(C2=CC=C(C=C2)OC)C2=CC=C(C=C2)OC)O)C1)F